1-(2-bromoethoxy)-3-nitrobenzene BrCCOC1=CC(=CC=C1)[N+](=O)[O-]